5-(4-((2-(1,1-difluoroethyl)-5-fluoro-3-oxo-4H-quinoxalin-6-yl)methyl)piperazin-1-yl)-6-methyl-N-(methyl-d3)pyridine-2-carboxamide FC(C)(F)C1=NC2=CC=C(C(=C2NC1=O)F)CN1CCN(CC1)C=1C=CC(=NC1C)C(=O)NC([2H])([2H])[2H]